methyl-(R,Z)-7-methoxy-1-methyl-2-(1-(pent-3-en-1-yl)-6-(pyrrolidin-2-yl)-1H-pyrrolo[2,3-b]pyridin-2-yl)-1H-benzo[d]imidazole CC1=CC=C(C=2N(C(=NC21)C2=CC=1C(=NC(=CC1)[C@@H]1NCCC1)N2CC\C=C/C)C)OC